N2-(3,5-dichlorophenyl)-5-(1-isopropyl-1H-pyrazol-4-yl)-N4-(1,2,3,4-tetrahydroisoquinolin-7-yl)pyrimidine-2,4-diamine ClC=1C=C(C=C(C1)Cl)NC1=NC=C(C(=N1)NC1=CC=C2CCNCC2=C1)C=1C=NN(C1)C(C)C